FC1=CC=C2C=C(C=CC2=C1C#C[Si](C(C)C)(C(C)C)C(C)C)O 7-fluoro-3-hydroxy-8-((triisopropylsilyl)ethynyl)naphthalene